8-(2-{[(2R,7AS)-2-FLUORO-HEXAHYDRO-PYRROLIZIN-7A-YL]METHOXY}-4-[(2S)-2-(HYDROXYMETHYL)AZETIDIN-1-YL]-8-METHYL-5-OXOPYRANO[4,3-D]PYRIMIDIN-7-YL)-6-HYDROXYNAPHTHALENE-1-CARBONITRILE F[C@@H]1C[C@@]2(CCCN2C1)COC=1N=C(C2=C(N1)C(=C(OC2=O)C=2C=C(C=C1C=CC=C(C21)C#N)O)C)N2[C@@H](CC2)CO